7'-(2-(4-(naphthalen-1-yl)-6-phenyl-1,3,5-triazin-2-yl)phenyl)spiro[cyclohexane-1,9'-fluorene]-2'-carbonitrile C1(=CC=CC2=CC=CC=C12)C1=NC(=NC(=N1)C1=CC=CC=C1)C1=C(C=CC=C1)C1=CC=C2C=3C=CC(=CC3C3(C2=C1)CCCCC3)C#N